C(C)(C)(C)P(C1=C(C(=CC=C1OC)C)C1=C(C=C(C=C1C(C)C)C(C)C)C(C)C)C(C)(C)C 2-di(tert-butyl)phosphino-2',4',6'-triisopropyl-3-methoxy-6-methylbiphenyl